ClC=1C=C2CC[C@H](CC2=CC1)N (R)-6-chloro-1,2,3,4-tetrahydronaphthalen-2-amine